4-(2-(3-isobutyryloxy-5-bromobenzylidene-amino)-4-methoxy-3-oxobutyl)phenyl isobutyrate C(C(C)C)(=O)OC1=CC=C(C=C1)CC(C(COC)=O)N=CC1=CC(=CC(=C1)Br)OC(C(C)C)=O